(4-hydroxy-1-methoxy-7-(4-(2-phenylpropan-2-yl)phenoxy)isoquinoline-3-carbonyl)glycine OC1=C(N=C(C2=CC(=CC=C12)OC1=CC=C(C=C1)C(C)(C)C1=CC=CC=C1)OC)C(=O)NCC(=O)O